C1(=CC=C(C=C1)C=O)C1=CC=CC=C1 [1,1'-biphenyl]-4-Formaldehyde